2-((1r,4r)-4-(2-(4-(4-(2,6-Dioxopiperidin-3-yl)-3-methylphenyl)piperazin-1-yl)ethyl)cyclohexyl)-N-(imidazo[1,2-b]pyridazin-3-yl)-6-methoxy-2H-indazole-5-carboxamide O=C1NC(CCC1C1=C(C=C(C=C1)N1CCN(CC1)CCC1CCC(CC1)N1N=C2C=C(C(=CC2=C1)C(=O)NC1=CN=C2N1N=CC=C2)OC)C)=O